BrC1=CN(C=2N=CN=C(C21)N)C2CCOCC2 5-bromo-7-(tetrahydro-2H-pyran-4-yl)-7H-pyrrolo[2,3-d]pyrimidin-4-ylamine